CS(=O)(=O)C1=CC=CC=C1 (1R,2R)-p-methylsulfonylbenzene